N[C@@H]1C[C@H](N(C1)C(=O)C=1N=C2N(C=C(C=C2)Cl)C1)C=1SC=C(N1)C(=O)NCCC=1C=C2C=CN=C(C2=CC1)N 2-((2S,4R)-4-amino-1-(6-chloroimidazo[1,2-a]pyridine-2-carbonyl)pyrrolidin-2-yl)-N-(2-(1-aminoisoquinolin-6-yl)ethyl)thiazole-4-carboxamide